methyl 2-((5-bromo-3-nitropyridin-2-yl)amino)butyrate BrC=1C=C(C(=NC1)NC(C(=O)OC)CC)[N+](=O)[O-]